(S)-5-((5-(3-chloro-2-methoxy-6-(morpholin-2-ylmethoxy)phenyl)-1H-pyrazol-3-yl)amino)pyrazine-2-carbonitrile ClC=1C(=C(C(=CC1)OC[C@@H]1CNCCO1)C1=CC(=NN1)NC=1N=CC(=NC1)C#N)OC